6-(4-(4-(pyridin-3-yl)benzyl)-4H-thieno[3,2-b]pyrrole-3-carboxamido)spiro[3.3]heptane-2-carboxylic acid N1=CC(=CC=C1)C1=CC=C(CN2C3=C(C=C2)SC=C3C(=O)NC3CC2(CC(C2)C(=O)O)C3)C=C1